N-((6-(4-(trifluoromethyl)phenyl)imidazo[1,2-b]pyridazin-8-yl)methyl)acrylamide FC(C1=CC=C(C=C1)C=1C=C(C=2N(N1)C=CN2)CNC(C=C)=O)(F)F